6-chloro-5-(dimethylamino)pyridazin-3(2H)-one ClC=1C(=CC(NN1)=O)N(C)C